5-hydroxy-2-isopentenylphenol OC=1C=CC(=C(C1)O)CCC(=C)C